(9-(3-chlorophenyl)-6-hydroxy-[1,2,4]triazolo[5,1-a][2,6]naphthyridine-5-carbonyl)glycine ClC=1C=C(C=CC1)C1=NC=C2C(=C(N3C(C2=C1)=NC=N3)C(=O)NCC(=O)O)O